2-bromo-1-[2-fluoro-4-(trifluoromethyl)phenyl]ethanone BrCC(=O)C1=C(C=C(C=C1)C(F)(F)F)F